N1=C(C=CC=C1)CNC(C(C)(C)C)=O N-(1-(pyridin-2-yl)methyl)neopentanamide